COCCOCC1=CC=C2C=C(NC2=C1)C(=O)OCC ethyl 6-[(2-methoxyethoxy) methyl]-1H-indole-2-carboxylate